C(C)(C)(C)N1N=C(C(=C1)C(=O)O)CN[C@H](C(=O)N1C[C@]2(C[C@H]1C(N)=O)C(NC1=CC=CC=C12)=O)CC1CC1 1-(Tert-butyl)-3-((((S)-1-((3R,5'S)-5'-carbamoyl-2-oxospiro[indol-3,3'-pyrrolidin]-1'-yl)-3-cyclopropyl-1-oxopropan-2-yl)amino)methyl)-1H-pyrazole-4-carboxylic acid